tert-butyl (3-(4-formylbenzyl)spiro[3.3]heptan-1-yl)carbamate C(=O)C1=CC=C(CC2CC(C23CCC3)NC(OC(C)(C)C)=O)C=C1